1-(3-(3-((tertbutyldimethylsilyl)oxy)propyl)-1-((4'-(methylsulfonyl)-[1,1'-biphenyl]-4-yl)methyl)-1H-indol-5-yl)-5-methyl-1H-pyrazole-3-carboxamide C(C)(C)(C)[Si](OCCCC1=CN(C2=CC=C(C=C12)N1N=C(C=C1C)C(=O)N)CC1=CC=C(C=C1)C1=CC=C(C=C1)S(=O)(=O)C)(C)C